N-((2-(4'-Fluoro-2'-(4-methyl-4H-1,2,4-triazol-3-yl)-[1,1'-biphenyl]-3-yl)-7-(trifluoromethyl)benzo[d]oxazol-5-yl)methyl)-2-(2-methoxyethoxy)ethan-1-amine FC1=CC(=C(C=C1)C1=CC(=CC=C1)C=1OC2=C(N1)C=C(C=C2C(F)(F)F)CNCCOCCOC)C2=NN=CN2C